CN1C(N(C(C(=C1)C(=O)NC1=CC(=C(C=C1)OC1=CC(=NC=2N1N=CC2)C)F)=O)C2=CC=C(C=C2)F)=O 1-methyl-3-(4-fluorophenyl)-N-(3-fluoro-4-((5-methylpyrazolo[1,5-a]pyrimidin-7-yl)oxy)phenyl)-2,4-dioxo-1,2,3,4-tetrahydropyrimidine-5-carboxamide